monobutyl di(xylyl) phosphate P(=O)(OCCCC)(OC1=C(C(=CC=C1)C)C)OC1=C(C(=CC=C1)C)C